ClC(C(=O)N1C(N2CCCC2C(C1)(C)C)C)Cl 3-dichloroacetyl-2,5,5-tri-methyl-1,3-diazabicyclo[4.3.0]nonane